ClC1=NNC=C1C=1C=C2C=CN(C(C2=CC1)=O)CC1=CC(=CC=C1)O 6-(3-Chloro-1H-pyrazol-4-yl)-2-(3-hydroxybenzyl)isoquinolin-1(2H)-one